OC1=C(C=C(CC2=C(C=C(OCC(=O)NC)C=C2C)C)C=C1C#CC1=CC=C(C=C1)[N+](=O)[O-])C(C)C 2-(4-(4-hydroxy-3-isopropyl-5-((4-nitrophenyl)ethynyl)benzyl)-3,5-dimethylphenoxy)-N-methylacetamide